6-chloro-7-fluoro-4-hydroxychroman-2-carboxylic acid ClC=1C=C2C(CC(OC2=CC1F)C(=O)O)O